ethyl 2,4,6-trimethylbenzoyl phosphonate P(OCC)(OC(C1=C(C=C(C=C1C)C)C)=O)=O